(8-(4-(trifluoromethyl)cyclohex-1-en-1-yl)quinoline-3-carbonyl)-D-alanine FC(C1CC=C(CC1)C=1C=CC=C2C=C(C=NC12)C(=O)N[C@H](C)C(=O)O)(F)F